OC[C@@H]1[C@H](CCC1)N1C(C2=CC(=C(C=C2C1)NC(=O)C=1C=NN2C1N=CC=C2)N2CCOCC2)=O N-(2-((1S,2S)-2-(hydroxymethyl)cyclopentyl)-6-morpholino-1-oxoisoindolin-5-yl)pyrazolo[1,5-a]pyrimidine-3-carboxamide